quinoline-3,8-dinitrile N1=CC(=CC2=CC=CC(=C12)C#N)C#N